C1(CC1)C[C@@H](C(=O)NC(CC1=CC=CC=C1)C(C(=O)NC1CC1)O)NC(OC(C)(C)C)=O tert-butyl ((2S)-3-cyclopropyl-1-((4-(cyclopropylamino)-3-hydroxy-4-oxo-1-phenylbutan-2-yl)amino)-1-oxopropan-2-yl)carbamate